(13R)-13-methyl-19-(oxan-2-yl)-8,14-dioxa-5,10,19,20-tetraazatetracyclo[13.5.2.12,6.018,21]tricosa-1(20),2,4,6(23),15,17,21-heptaen-9-one C[C@@H]1CCNC(OCC=2N=CC=C(C3=NN(C4=CC=C(O1)C=C34)C3OCCCC3)C2)=O